3-(1-oxo-5-(1-(quinolin-4-ylmethyl)piperidin-4-yl)isoindolin-2-yl)piperidine-2,6-dione O=C1N(CC2=CC(=CC=C12)C1CCN(CC1)CC1=CC=NC2=CC=CC=C12)C1C(NC(CC1)=O)=O